2-(2'-methoxyphenyl)-4,5-diphenyl-imidazole COC1=C(C=CC=C1)C=1NC(=C(N1)C1=CC=CC=C1)C1=CC=CC=C1